(R)-(5-(2-(2,5-difluorophenyl)pyrrolidin-1-yl)pyrazolo[1,5-a]pyrimidin-3-yl)(3-hydroxyazetidin-1-yl)methanone FC1=C(C=C(C=C1)F)[C@@H]1N(CCC1)C1=NC=2N(C=C1)N=CC2C(=O)N2CC(C2)O